FC=1C2=C(C=NC1)C(=CN2)NC(C(=O)OC)=O methyl 2-((7-fluoro-1H-pyrrolo[3,2-c]pyridin-3-yl)amino)-2-oxoacetate